C(C)N(S(=O)(=O)C=1C=C2COCC2=CC1)[C@@H](C(F)(F)F)C1=CC=C(C=C1)F (R)-N-ethyl-N-(2,2,2-trifluoro-1-(4-fluorophenyl)ethyl)-1,3-dihydroisobenzofuran-5-sulfonamide